5-(6-isopropyl-2-(6-(oxetan-3-yl)-2,6-diazaspiro[3.3]heptan-2-yl)-4H-pyrrolo[3,2-d]thiazol-5-yl)-1,3,4-trimethylpyridin-2(1H)-one C(C)(C)C1=C(NC2=C1N=C(S2)N2CC1(C2)CN(C1)C1COC1)C=1C(=C(C(N(C1)C)=O)C)C